(S)-3-(3-(2-((3-((S)-2-carboxy-2-((R)-pyrrolidin-3-yl)ethyl)benzyl)amino)-2-oxoethyl)phenyl)-2-((R)-pyrrolidin-3-yl)propanoic acid C(=O)(O)[C@@H](CC=1C=C(CNC(CC=2C=C(C=CC2)C[C@H](C(=O)O)[C@@H]2CNCC2)=O)C=CC1)[C@@H]1CNCC1